ClC1=C(C(=O)C2=CNC3=NC=C(C(=C32)N[C@@H]3CC[C@H](OC3)CNC(C)=O)OC)C=CC(=C1)OC1=C(C=CC=C1F)F N-(((2S,5R)-5-((3-(2-chloro-4-(2,6-difluorophenoxy)benzoyl)-5-methoxy-1H-pyrrolo[2,3-b]pyridin-4-yl)amino)tetrahydro-2H-pyran-2-yl)methyl)acetamide